OC(=O)C(F)(F)F.[C@H]12CNC[C@@H]2C1C1=NOC2(CC2)C1 6-[(1R,5S,6r)-3-azabicyclo[3.1.0]hex-6-yl]-4-oxa-5-azaspiro[2.4]hept-5-ene TFA salt